(S)-3-bromo-N2-ethyl-4-(1-(2-fluorophenyl)ethoxy)-N5-methyl-1H-pyrrole-2,5-dicarboxamide BrC1=C(NC(=C1O[C@@H](C)C1=C(C=CC=C1)F)C(=O)NC)C(=O)NCC